4-[(2-bromophenyl)amino]-2-[(1-oxo-3,4-dihydro-1H-2-benzopyran-7-yl)amino]pyrimidine-5-carboxamide BrC1=C(C=CC=C1)NC1=NC(=NC=C1C(=O)N)NC1=CC2=C(CCOC2=O)C=C1